NS(=O)(=O)NCCNC=1C(=NON1)C(NC1=CC(=C(C=C1)F)Br)=NO 4-({2-[(Aminosulfonyl)amino]ethyl}amino)-N-(3-bromo-4-fluorophenyl)-N'-hydroxy-1,2,5-oxadiazol-3-carboximidamid